(dimethylphenyl)phosphonium borate B([O-])([O-])[O-].CC=1C(=C(C=CC1)[PH3+])C.CC=1C(=C(C=CC1)[PH3+])C.CC=1C(=C(C=CC1)[PH3+])C